N-allyl-5-((2-amino-3-fluoropyridin-4-yl)methyl)-3,4-difluoro-2-((2-fluoro-4-methoxyphenyl)amino)-benzamide C(C=C)NC(C1=C(C(=C(C(=C1)CC1=C(C(=NC=C1)N)F)F)F)NC1=C(C=C(C=C1)OC)F)=O